(±)-trans-N-((1-methyl-1H-imidazol-4-yl)methyl)-N'-(picolyl)cyclohexane-1,2-diamine CN1C=NC(=C1)CN[C@H]1[C@@H](CCCC1)NCC1=NC=CC=C1 |r|